2-(3-((1s,3s)-3-methyl-1-(4-methyl-4H-1,2,4-triazol-3-yl)cyclobutyl)phenyl)-6-(((1-methylcyclobutyl)amino)methyl)-4-(trifluoromethyl)isoindolin-1-one CC1CC(C1)(C1=NN=CN1C)C=1C=C(C=CC1)N1C(C2=CC(=CC(=C2C1)C(F)(F)F)CNC1(CCC1)C)=O